N1(CCNCC1)C1=NC=C(C=N1)C(C)(C)O 2-(2-(piperazin-1-yl)pyrimidin-5-yl)propan-2-ol